[(6R*)-3,8,10-trifluoro-6H,11H-chromeno[4,3-b]indol-6-yl]methanol FC1=CC=C2C(=C1)O[C@H](C1=C2NC2=C(C=C(C=C12)F)F)CO |o1:8|